acryloyloxy-methylsuccinic acid C(C=C)(=O)OC(C(=O)O)(CC(=O)O)C